CC=1C=CC=2N(N1)C=CN2 6-methylimidazo[1,2-b]Pyridazine